NC1=C(C(N(N=C1)CC1=NC(=NO1)C[C@H](O)C1=CC=C(C=C1)Cl)=O)C (S)-5-amino-2-((3-(2-(4-chlorophenyl)-2-hydroxyethyl)-1,2,4-oxadiazol-5-yl)methyl)-4-methylpyridazin-3(2H)-one